BrC1=C2CCC(C2=CC=C1)OC1=NC=C(C=O)C=C1Cl 6-((4-bromo-2,3-dihydro-1H-inden-1-yl)oxy)-5-chloronicotinaldehyde